3-(2-hydroxypropane-2-yl)pyridin-2(1H)-one OC(C)(C)C=1C(NC=CC1)=O